OC1=C(C(=O)NC2=CC=C(C=C2)C(C(=O)O)CC)C=C(C=C1)I 4-[N-(2-hydroxy-5-iodobenzoyl)]aminophenylbutyric acid